FC1=NC=CC=C1C1=NC(=NC=C1)N[C@@H]1CN(C[C@@H](C1)C)C(=O)OCC1=CC=CC=C1 Benzyl (3S,5R)-3-((4-(2-fluoro-3-pyridyl)pyrimidin-2-yl)amino)-5-methyl-piperidine-1-carboxylate